CC(Cl)(Cl)Cl The molecule is a member of the class of chloroethanes carrying three chloro substituents at position 1. It has a role as a polar solvent.